ClC=1C=CC(=NC1)C(CC(=O)C1=CC=C2CCN(C(C2=C1O)C)C(=O)OC(C)(C)C)(C)O tert-butyl 7-(3-(5-chloropyridin-2-yl)-3-hydroxybutyryl)-8-hydroxy-1-methyl-3,4-dihydroisoquinoline-2(1H)-carboxylate